2-methyl-5-(3-ethoxyphenyl)-N-(3-(2-oxopropyl)-1,2,4-thiadiazol-5-yl)furan-3-carboxamide CC=1OC(=CC1C(=O)NC1=NC(=NS1)CC(C)=O)C1=CC(=CC=C1)OCC